FC1=CC=C(C=N1)C=1C=2N(C=C(C1)C=1C=NN(C1)[C@@H]1CC[C@H](CC1)CCO)N=CC2C#N 4-(6-fluoro-3-pyridyl)-6-[1-[trans-4-(2-hydroxyethyl)cyclohexyl]pyrazol-4-yl]pyrazolo[1,5-a]pyridine-3-carbonitrile